FC1=C(C=CC(=C1C)OC=1C=C2C(=NC1)N(C=N2)C)NC=2C1=C(N=CN2)C=CC(=N1)N1[C@H]2CCN([C@@H](C1)C2)C(=O)OC(C)(C)C tert-butyl (1R,5S)-6-(4-((2-fluoro-3-methyl-4-((3-methyl-3H-imidazo[4,5-b]pyridin-6-yl)oxy)phenyl)amino)pyrido[3,2-d]pyrimidin-6-yl)-2,6-diazabicyclo[3.2.1]octane-2-carboxylate